IRIDIUM RUTHENIUM TUNGSTEN [W].[Ru].[Ir]